N-((6-chloro-1-(1-methylcyclopropoxy)-2,7-naphthyridin-4-yl)methylene)-2-methylpropan-2-sulfinamide ClC=1C=C2C(=CN=C(C2=CN1)OC1(CC1)C)C=NS(=O)C(C)(C)C